amino(methylene)-1H-1,2,3-triazolo[4,5-b]pyridinium 3-oxid hexafluorophosphate F[P-](F)(F)(F)(F)F.NC1=CC=C2C(=N1)[N+](=N[N+]2=C)[O-]